[Si](C)(C)(C(C)(C)C)N=S(=O)(NC)C1=CC=C(C=C1)CNC1=C2C(=NC=C1)N(N=C2)CC N'-(tert-butyldimethylsilyl)-4-(((1-ethyl-1H-pyrazolo[3,4-b]pyridine-4-yl)amino)methyl)-N-methylbenzenesulfonimidamide